BrC1=NC(=C(C=C1OC)OC)Br 2,6-dibromo-3,5-dimethoxy-pyridine